O=C1NC(CCC1N1C(C2=CC=CC(=C2C1=O)NCCNCCOCCNC(OC(C)(C)C)=O)=O)=O Tert-butyl N-[2-[2-[2-[[2-(2,6-dioxo-3-piperidyl)-1,3-dioxo-isoindolin-4-yl]amino]ethyl amino]ethoxy]ethyl]carbamate